C[C@H]1[C@H]([C@H]([C@@H](C(O1)OC[C@H]([C@@H]([C@@H]([C@H](CO)NC(=O)C)OC2[C@@H]([C@H]([C@@H]([C@H](O2)CO)OC3[C@H]([C@@H]([C@@H]([C@@H](O3)C)O)O)OC4[C@@H]([C@H]([C@H]([C@H](O4)CO)O)O)NC(=O)C)OC5[C@@H]([C@H]([C@H]([C@H](O5)CO)O)OC6[C@@H]([C@H]([C@H]([C@H](O6)CO)O)O)NC(=O)C)NC(=O)C)NC(=O)C)O)O)O)O)O The molecule is an oligosaccharide derivative consisting of -D-GalNAc-ol at the reducing end with a D-GalNAc-(1->3)-D-GalNAc-(1->3)-[D-GalNAc-(1->2)-L-Fuc-(1->4)]-D-GlcNAc moiety attached via a (1->3)-linkage and a L-Fuc residue attached via a (1->6)-linkage.